NC=1N=C(SC1C(=O)C1=CC(=NO1)C(=O)NC1CCCC1)N(C1=CC=C(C=C1)F)[C@@H](C(=O)N)C |r| rac-5-[4-amino-2-(N-(2-amino-1-methyl-2-oxoethyl)-4-fluoro-anilino)thiazole-5-carbonyl]-N-cyclopentyl-isoxazole-3-carboxamide